O1CC(C1)OC(=O)C1=C(NC=2C[C@H](CC(C2[C@@H]1C1=CC(=CC=C1)O)=O)C1=C(C=CC=C1)OC)C (4S,7R)-4-(3-hydroxyphenyl)-7-(2-methoxyphenyl)-2-methyl-5-oxo-1,4,5,6,7,8-hexahydroquinoline-3-carboxylic acid oxetan-3-yl ester